COC=1N=CC2=C(N1)C(=CC=N2)C2=CC=1C(NCCC1N2)=O 2-{2-methoxypyrido[3,2-d]pyrimidin-8-yl}-1H,5H,6H,7H-pyrrolo[3,2-c]pyridin-4-one